4-(2-((4-(cyclopropylcarbamoyl)-2-(2-hydroxyethoxy)phenyl)amino)-7-ethyl-5-methyl-6-oxo-6,7-dihydropteridin-8(5H)-yl)piperidine-1-carboxylic acid tert-butyl ester C(C)(C)(C)OC(=O)N1CCC(CC1)N1C(C(N(C=2C=NC(=NC12)NC1=C(C=C(C=C1)C(NC1CC1)=O)OCCO)C)=O)CC